CC=1C(=C(C(=O)[O-])C=C(C1)C(C)C)NC1=C(C=NC2=CC=C(C=C12)Cl)S(=O)(=O)N1CCOCC1 methyl-[(6-chloro-3-morpholinesulfonyl-4-quinolinyl) amino]-5-isopropyl-benzoate